CC1=NN(C(=C1)C)C1=NN(C(C=C1)=O)C1CCN(CC1)C1=CC=CC(=N1)C#N 6-[4-[3-(3,5-dimethylpyrazol-1-yl)-6-oxopyridazin-1-yl]piperidin-1-yl]pyridin-2-carbonitrile